CN1CCC2=C(C=CC=C12)N1N=CC(=C1C(F)(F)F)C(=O)N 1-(1-methylindolin-4-yl)-5-(trifluoromethyl)-1H-pyrazole-4-carboxamide